2,5-Hexandione CC(CCC(C)=O)=O